C(C)OC(=O)C1=C(N=C(S1)C1=CC2=C(S1)C(=CC(=C2)C2COCCC2)C#N)C 2-(7-cyano-5-(oxan-3-yl)benzo[b]thiophen-2-yl)-4-methylthiazole-5-carboxylic acid ethyl ester